3-aza-2,2-dimethylhexane-1,6-diol CC(CO)(NCCCO)C